ClC1=C(C=CC=C1OCOC)\C=C(/F)\B1OC(C(O1)(C)C)(C)C (Z)-2-(2-(2-chloro-3-(methoxymethoxy)phenyl)-1-fluorovinyl)-4,4,5,5-tetramethyl-1,3,2-dioxaborolan